tert-butyl-(1R,2S)-2-[1-(tert-butoxycarbonyl)-3-iodoindazol-6-yl]-5'-methoxy-2'-oxospiro[cyclopropane-1,3'-indole] Copper [Cu].C(C)(C)(C)C1=C2[C@]3(C(NC2=CC=C1OC)=O)[C@@H](C3)C3=CC=C1C(=NN(C1=C3)C(=O)OC(C)(C)C)I